N1CCC(CC1)N1C(C=CC=C1)=O (piperidin-4-yl)pyridin-2(1H)-one